(R)-5-chloro-2-(6-((1-methylpiperidin-3-yl)thio)pyridazin-3-yl)-3-(trifluoromethyl)phenol ClC=1C=C(C(=C(C1)O)C=1N=NC(=CC1)S[C@H]1CN(CCC1)C)C(F)(F)F